N(NC(=O)N)CCC(=O)NN β-semicarbazidopropionic hydrazide